N1CC(CC2=CC=CC=C12)N 1,2,3,4-tetrahydroquinolin-3-amine